4-(3-(3-amino-3-methylbutan-2-ylidene)azetidin-1-yl)-6-fluoro-N-(methyl-d3)-2-((2-methylpyrimidin-5-yl)oxy)-9H-pyrimido[4,5-b]indol-8-amine NC(C(C)=C1CN(C1)C1=NC(=NC=2NC3=C(C=C(C=C3C21)F)NC([2H])([2H])[2H])OC=2C=NC(=NC2)C)(C)C